ClC1=C(C=CC=C1C(F)(F)F)CC(=O)NC1=C(C=C(C(=C1)S(N)(=O)=O)N1N=CC(=C1)C(F)(F)F)C(F)(F)F 2-[2-chloro-3-(trifluoromethyl)phenyl]-N-{5-sulfamoyl-2-(trifluoromethyl)-4-[4-(trifluoromethyl)-1H-pyrazol-1-yl]Phenyl}acetamide